1,8-diazabicyclo[5.4.0]undecene-7-ene C1CC=CN2CCCN=C2C1